C(C=C)OC(=O)C1=CC2=C(S1)C=CC(=C2)[C@H](F)P(O)(O)=O (R)-((2-((allyloxy)carbonyl)benzo[b]thiophen-5-yl)fluoromethyl)phosphonic acid